COC1=CC=C(C(C2=CC=CC=C2)(C2=CC=CC=C2)NC[C@@H]2[C@H]([C@H]([C@@H](O2)N2C(=O)NC(=O)C=C2)F)O)C=C1 5'-(4-monomethoxytritylamino)-2'-Fluoro-2',5'-dideoxyuridine